5-chloro-1-(tetrahydro-2H-pyran-2-yl)-6-(4,4,5,5-tetramethyl-1,3,2-dioxaborolan-2-yl)-1H-indazole ClC=1C=C2C=NN(C2=CC1B1OC(C(O1)(C)C)(C)C)C1OCCCC1